(3R)-1-(2-(4-cyanophenoxy)-4-(4-fluoro-3-methoxyphenyl)cyclopentyl)piperidin-3-ylcarbamic acid tert-butyl ester C(C)(C)(C)OC(N[C@H]1CN(CCC1)C1C(CC(C1)C1=CC(=C(C=C1)F)OC)OC1=CC=C(C=C1)C#N)=O